amino-3-(3,5-diiodo-4-hydroxyphenyl)propionic acid NC(C(=O)O)CC1=CC(=C(C(=C1)I)O)I